C(#C)C=1C(=C2C=NC(=NN2C1C(C)C)N[C@H]1[C@@H](CN(CC1)S(=O)(=O)C)F)F 6-ethynyl-5-fluoro-N-((3R,4R)-3-fluoro-1-(methylsulfonyl)piperidin-4-yl)-7-isopropylpyrrolo[2,1-f][1,2,4]triazin-2-amine